ClC1=NC=NC=C1 4-chloropyrimidin